Cl.COC=1C=C(C=C(C1)C=1C=NN(C1)C)[C@@H](C)N (1R)-1-[3-methoxy-5-(1-methylpyrazol-4-yl)phenyl]ethanamine hydrochloride salt